tert-butyl 5-oxo-5,7-dihydrospiro[cyclopenta-[b]pyridine-6,4'-piperidine]-1'-carboxylate O=C1C=2C(=NC=CC2)CC12CCN(CC2)C(=O)OC(C)(C)C